(2R)-2-({[(9H-fluoren-9-yl)methoxy]carbonyl}(methyl)amino)-5-oxo-5-(prop-2-en-1-yloxy)pentanoic acid C1=CC=CC=2C3=CC=CC=C3C(C12)COC(=O)N([C@@H](C(=O)O)CCC(OCC=C)=O)C